C(CCCC)OC(CCC)=O butanoic acid pentyl ester